COC1=C(C=CC=C1C)C 4-methoxy-3,5-dimethylbenzene